methoxyl-vinyl-trimethoxysilane O(C)CO[Si](OC)(OC)C=C